ethyl 2-(2-((5-(3-(aminomethyl)phenyl)-1-isopropyl-1H-indazol-3-yl)methoxy)phenyl)acetate NCC=1C=C(C=CC1)C=1C=C2C(=NN(C2=CC1)C(C)C)COC1=C(C=CC=C1)CC(=O)OCC